(2-amino-3-(3-(4-((5-fluoro-2-methoxyphenoxy)methyl)benzyl)isoxazol-5-yl)pyridin-1-ium-1-yl)methyl hydrogen phosphate P(=O)(OC[N+]1=C(C(=CC=C1)C1=CC(=NO1)CC1=CC=C(C=C1)COC1=C(C=CC(=C1)F)OC)N)(O)[O-]